OC=1C=C(C=CC1N)CC1=CC(=C(C=C1)N)O bis-(3-hydroxy-4-aminophenyl)methane